C(C=C)(=O)NCCC[N+](CC(CS(=O)(=O)[O-])O)(C)C 3-((3-acrylamidopropyl) dimethylammonio)-2-hydroxypropane-1-sulfonate